CN[C@@H](C(C)C)C(=O)[O-] N-methyl-L-valinate